3-(3-Chloro-4-fluorophenyl)-1-(5-methoxypyridin-3-yl)-1-((1,4,5,6-tetrahydropyrano[2,3-c]pyrazol-3-yl)methyl)urea ClC=1C=C(C=CC1F)NC(N(CC=1C2=C(NN1)OCCC2)C=2C=NC=C(C2)OC)=O